1-(4-(6-((1-(2-hydroxy-2-methylpropanoyl)-2,3-dihydro-1H-pyrido[2,3-b][1,4]-oxazin-7-yl)amino)-pyridin-3-yl)phenyl)-pyrrolidin-2-one OC(C(=O)N1C2=C(OCC1)N=CC(=C2)NC2=CC=C(C=N2)C2=CC=C(C=C2)N2C(CCC2)=O)(C)C